lithium bis(trifluoromethylsulfonyl)imide [N-](S(=O)(=O)C(F)(F)F)S(=O)(=O)C(F)(F)F.[Li+]